(1R)-1-(2-(1-(tetrahydro-2H-pyran-2-yl)-1H-pyrazol-4-yl)quinolin-4-yl)ethan-1-amine O1C(CCCC1)N1N=CC(=C1)C1=NC2=CC=CC=C2C(=C1)[C@@H](C)N